[4-Cyclopentylamino-2-(methylsulfanyl)pyrimidine-5-yl]methanol C1(CCCC1)NC1=NC(=NC=C1CO)SC